1-[[3-(2-chlorophenyl)-4-pyridyl]methyl]-3-[(3S)-4,4-difluorotetrahydrofuran-3-yl]-1-methyl-urea ClC1=C(C=CC=C1)C=1C=NC=CC1CN(C(=O)N[C@H]1COCC1(F)F)C